OCC1N(C(OC1)=O)C 4-(Hydroxymethyl)-3-methyloxazolidin-2-one